2'-[6-amino-5-(trifluoromethyl)pyridin-3-yl]-N-[2-(pyridin-3-yl)propan-2-yl]-5',6'-dihydrospiro[pyrrolidine-3,4'-pyrrolo[1,2-b]pyrazole]-1-carboxamide NC1=C(C=C(C=N1)C=1C=C2N(N1)CCC21CN(CC1)C(=O)NC(C)(C)C=1C=NC=CC1)C(F)(F)F